NCCOCCOCCOCCOCCOCCNC(O)=O N-(17-amino-3,6,9,12,15-Pentaoxaheptadecan-1-yl)carbamic acid